tert-butyl 4-hydroxy-6-oxo-3,6-dihydropyridine-1(2H)-carboxylate OC=1CCN(C(C1)=O)C(=O)OC(C)(C)C